(rac)-2-(3-{1-[3,5-Bis(trifluoromethyl)benzamido]ethyl}pyrazin-2-yl)-N-(cyclopropylmethyl)-N-methyl-1,3-thiazole-5-carboxamide FC(C=1C=C(C(=O)N[C@H](C)C=2C(=NC=CN2)C=2SC(=CN2)C(=O)N(C)CC2CC2)C=C(C1)C(F)(F)F)(F)F |r|